FC=1C=CC(=[N+](C1)[O-])C1=CC=CC=C1 5-fluoro-2-phenylpyridine 1-oxide